N1=CC=CC=2C3(CCC(C12)NC(=O)[C@H]1CCN(C2(CC2)C1)C(=O)C1=NNC(=C1)C1=CC(=NC=C1F)OC)COC3 (7S)-N-(7',8'-dihydro-6'H-spiro[oxetane-3,5'-quinolin]-8'-yl)-4-(5-(5-fluoro-2-methoxypyridin-4-yl)-1H-pyrazole-3-carbonyl)-4-azaspiro[2.5]octane-7-carboxamide